2-(5,6-Dichloro-9-(1H-pyrazol-4-yl)-2,3-dihydro-1H-pyrrolo[1,2-a]indol-1-yl)ethan-1-ol ClC1=C(C=CC=2C(=C3N(C12)CCC3CCO)C=3C=NNC3)Cl